O1-tert-butyl O2-methyl (2S,4S)-4-[[6-[5-chloro-2-methyl-3-[3-[methyl(2-trimethylsilylethoxycarbonyl)amino]propyl]benzimidazol-4-yl]-2-pyridyl]amino]pyrrolidine-1,2-dicarboxylate ClC1=C(C2=C(N=C(N2CCCN(C(=O)OCC[Si](C)(C)C)C)C)C=C1)C1=CC=CC(=N1)N[C@H]1C[C@H](N(C1)C(=O)OC(C)(C)C)C(=O)OC